Tert-butyl (1S,4S)-1-(((methylsulfonyl)oxy)methyl)-2-oxa-5-azabicyclo[2.2.1]heptane-5-carboxylate CS(=O)(=O)OC[C@@]12OC[C@@H](N(C1)C(=O)OC(C)(C)C)C2